COC(N[C@H](C(=O)NC=1C(N(C=CC1)CC=1NC2=NC(=NC(=C2N1)CC(C)C)C)=O)CC\C=C\C(=O)N(C)C)=O Methyl-(S,E)-(7-(dimethylamino)-1-((1-((6-isobutyl-2-methyl-9H-purin-8-yl)methyl)-2-oxo-1,2-dihydropyridin-3-yl)amino)-1,7-dioxohept-5-en-2-yl)carbamat